FC=1C(=C(C=2C=CC(NC2C1)=O)C#N)C1=C(C=NN1C)I 7-Fluoro-6-(4-iodo-1-methyl-1H-pyrazol-5-yl)-2-oxo-1,2-dihydroquinoline-5-carbonitrile